1,3,6-tricyanobenzene C(#N)C1=CC(=CC=C1C#N)C#N